(5-(4-fluorobenzo[d]oxazol-2-yl)-8-((methyl-d3)amino)-2,7-naphthyridin-3-yl)cyclopropanecarboxamide FC1=CC=CC2=C1N=C(O2)C2=C1C=C(N=CC1=C(N=C2)NC([2H])([2H])[2H])C2(CC2)C(=O)N